2,2,2-trifluoro-1-(4-(1-(pyridine-4-yl)ethyl)-1-((2-(trimethylsilyl)ethoxy)methyl)-1H-imidazol-2-yl)ethan-1-one FC(C(=O)C=1N(C=C(N1)C(C)C1=CC=NC=C1)COCC[Si](C)(C)C)(F)F